sodium calcium aluminum silicate, hydrate O.[Si]([O-])([O-])([O-])[O-].[Al+3].[Ca+2].[Na+]